5-methoxy-2-(trifluoromethyl)pyridine 1-oxide COC=1C=CC(=[N+](C1)[O-])C(F)(F)F